(R)-2-chloro-6,7-dimethoxy-N-(1-(4'-methyl-[1,1'-biphenyl]-3-yl)ethyl)quinazoline-4-amine ClC1=NC2=CC(=C(C=C2C(=N1)N[C@H](C)C=1C=C(C=CC1)C1=CC=C(C=C1)C)OC)OC